[Co].[Cu].[P] phosphorus copper-cobalt